CC(CC(C)C)OC1=C(C=CC=C1)C 2-methylphenyl 1,3-dimethyl-butyl ether